(S)-tert-Butyl 6-(((benzyloxy)carbonyl)amino)-2-((2-ethoxy-2-oxoethyl)amino)hexanoate C(C1=CC=CC=C1)OC(=O)NCCCC[C@@H](C(=O)OC(C)(C)C)NCC(=O)OCC